Cl.Cl.C(C1=CC=CC=C1)N1C[C@H]([C@H](CC1)C)NC cis-N-benzyl-3-methylamino-4-methylpiperidine dihydrochloride